BrC=1C=NC=C(C(=O)O)C1 5-bromonicotinic acid